C[N+](C1=CC=C(C=C1)[N+](C)(C)C)(C)C N1,N1,N1,N4,N4,N4-hexamethylbenzene-1,4-diaminium